ClS(=O)(=O)N1CC2(C1)CN(CCC2)C(=O)OC(C)(C)C Tert-butyl 2-(chlorosulfonyl)-2,6-diazaspiro[3.5]nonane-6-carboxylate